5-chloro-1H-pyrrolo[2,3-c]pyridine ClC=1C=C2C(=CN1)NC=C2